(5S)-4,5,8,8-tetramethyl-5-phenyl-9,10-dihydro-7H-benzo[b][1,8]naphthyridin-6-one CC=1C=2[C@@](C3=C(NC2N=CC1)CC(CC3=O)(C)C)(C3=CC=CC=C3)C